2-azaspiro[3.3]-heptane-2-carboxylic acid methyl ester COC(=O)N1CC2(C1)CCC2